4-(2-(2-phenylpyrimidin-4-yl)-7-(pyridin-3-ylmethyl)pyrido[3,2-d]pyrimidin-4-yl)morpholine C1(=CC=CC=C1)C1=NC=CC(=N1)C=1N=C(C2=C(N1)C=C(C=N2)CC=2C=NC=CC2)N2CCOCC2